6-(2-(3-cyclohexyl-5-cyclopropylisoxazol-4-yl)-7-azaspiro[3.5]non-1-en-7-yl)-4-methoxyquinoline-2-carboxylic acid C1(CCCCC1)C1=NOC(=C1C1=CC2(C1)CCN(CC2)C=2C=C1C(=CC(=NC1=CC2)C(=O)O)OC)C2CC2